tert-butyl-4-(4,4,5,5-tetramethyl-1,3,2-dioxaborolan-2-yl)-3,6-dihydro-pyridine-1(2H)-carboxylate C(C)(C)(C)OC(=O)N1CCC(=CC1)B1OC(C(O1)(C)C)(C)C